FC(C)(F)C1=NC(=NC(=C1)OC)N1CC2(C=3C=NC(=CC31)NC(C)=O)CC2 N-(1'-(4-(1,1-difluoroethyl)-6-methoxypyrimidin-2-yl)-1',2'-dihydrospiro[cyclopropane-1,3'-pyrrolo[3,2-c]pyridin]-6'-yl)acetamide